C(C)(C)(C)OC(CC1CCN(CC1)C1CCN(CC1)C(C1=CC(=C(C=C1)OC)N1C(NC(CC1)=O)=O)=O)=O.COC=1C=C(C=CC1OC)C=CC(=O)O 3,4-dimethoxybenzeneacrylic acid tert-butyl-2-(1'-(3-(2,4-dioxotetrahydropyrimidin-1(2H)-yl)-4-methoxybenzoyl)-[1,4'-bipiperidin]-4-yl)acetate